N-{2-[(2-{[(3S)-piperidin-3-yl]amino}-5-(trifluoromethyl)pyrimidin-4-yl)oxy]phenyl}acetamide N1C[C@H](CCC1)NC1=NC=C(C(=N1)OC1=C(C=CC=C1)NC(C)=O)C(F)(F)F